4-[3,6-dichloro-2-(thiazol-5-ylmethoxy)phenyl]-5-hydroxy-2,6-dimethyl-pyridazin-3-one ClC=1C(=C(C(=CC1)Cl)C=1C(N(N=C(C1O)C)C)=O)OCC1=CN=CS1